2-(4-(2-(methoxycarbonyl)-4-methyl-5-phenyl-1H-pyrrol-3-yl)phenyl)acetic acid COC(=O)C=1NC(=C(C1C1=CC=C(C=C1)CC(=O)O)C)C1=CC=CC=C1